CC(=O)NCCCCCC(=O)O E-acetamidocaproic acid